tert-butyl 8,8-dimethyl-9-oxo-3-azaspiro[5.5]undecane-3-carboxylate CC1(CC2(CCN(CC2)C(=O)OC(C)(C)C)CCC1=O)C